NCC1=CC=C(C=C1)CC(=O)NC=1C=C(C=C(C1)C(F)(F)F)NC(=O)[N-]C1=C[N+](=NO1)CC1=NC=CC=C1 ((3-(2-(4-(Aminomethyl)phenyl)acetamido)-5-(trifluoromethyl)phenyl)carbamoyl)(3-(pyridin-2-ylmethyl)-1,2,3-oxadiazol-3-ium-5-yl)amide